CC1=CC2=C(C3=CC=CC=C3C(=C2C=C1)OCCCCCC)OCCCCCC 2-methyl-9,10-di(n-hexoxy)anthracene